O=C(CC(=O)OCC)C=1SC=CC1 ethyl 3-oxo-3-thiophen-2-yl-propionate